ClC=1C(=NC(=C(C(=O)NC=2C=C(C=CC2)[S@](=O)(C)=NC(OC(C)(C)C)=O)C1C)N1CCC(CCC1)(F)F)C=1C=NN(C1)C tert-butyl (R)-((3-(5-chloro-2-(4,4-difluoroazepan-1-yl)-4-methyl-6-(1-methyl-1H-pyrazol-4-yl)nicotinamido)phenyl)(methyl)(oxo)-λ6-sulfaneylidene)carbamate